ClC1=C(C=CC2=C1C(=NCC=1N2N=C(N1)C(=O)OCC)C1=C(C=CC=C1F)F)C(F)(F)F ethyl 7-chloro-6-(2,6-difluorophenyl)-8-(trifluoromethyl)-4H-[1,2,4]triazolo[1,5-a][1,4]benzodiazepine-2-carboxylate